C(#N)C=1C(=C(C(=CC1)C(C)C)NC(=O)N=[S@@](=O)(N)C=1SC(=CC1)C(C)(C)O)C(C)C (S)-N'-((3-cyano-2,6-diisopropylphenyl)carbamoyl)-5-(2-hydroxypropan-2-yl)thiophene-2-sulfonimidamide